4-hydroxy-2-vinyl-benzoic acid OC1=CC(=C(C(=O)O)C=C1)C=C